OCC[NH2+]COC(C)=O hydroxyethylacetoxymethyl-ammonium